ClC1=NC(=CC(=C1)C1=C(C=NN1C)C(=O)N1CC(C1)F)C1CC1 [5-(2-chloro-6-cyclopropylpyridin-4-yl)-1-methylpyrazol-4-yl]-(3-fluoroazetidin-1-yl)methanone